CC1=NC=C(C(=C1)C1=CC=2N(C=C1)N=C(C2)NC(=O)C2CC2)OC[C@@H]2N(CC2)C N-[5-[2-methyl-5-[[(2R)-1-methylazetidin-2-yl]methoxy]-4-pyridyl]pyrazolo[1,5-a]pyridin-2-yl]cyclopropanecarboxamide